[Si](C)(C)(C(C)(C)C)OCCCC1=CC(=NC=2N1N=C(C2)[C@H]2N(CCCC2)C(=O)OC(C)(C)C)C2CC2 tert-butyl (2S)-2-[7-[3-[tert-butyl(dimethyl)silyl]oxypropyl]-5-cyclopropyl-pyrazolo[1,5-a]pyrimidin-2-yl]piperidine-1-carboxylate